COC1=CC=C(C=CC2=NC(=NC(=N2)C(Cl)(Cl)Cl)C(Cl)(Cl)Cl)C=C1 2-(4'-methoxystyryl)-4,6-bis(trichloromethyl)s-triazine